N1(CCCC1)C1=C(CN2CC3(CC2)CCN(CC3)C(=O)OC(C(F)(F)F)C(F)(F)F)C=CC(=C1)C(F)(F)F 1,1,1,3,3,3-Hexafluoropropan-2-yl 2-(2-(pyrrolidin-1-yl)-4-(trifluoromethyl) benzyl)-2,8-diazaspiro[4.5]decane-8-carboxylate